CC1(CC1)OC1=CC=CC=C1C#N 6-[(methylcyclopropyl)oxy]benzene-1-carbonitrile